C(C)(=O)C=1N=NNC1 acetyl-triazole